(2-ethyl-5-fluoropyridin-4-yl)-1-{[2-(trimethylsilyl)ethoxy]methyl}pyrazole-3-carboxylic acid C(C)C1=NC=C(C(=C1)C=1C(=NN(C1)COCC[Si](C)(C)C)C(=O)O)F